O-[(2-fluoro-5-methoxy-phenyl)methyl]hydroxylamine FC1=C(C=C(C=C1)OC)CON